C1(CC1)NS(=O)(=O)NC1=NC=CC(=C1F)CC=1C(=C(C(=C(C(=O)N)C1)NC1=C(C=C(C=C1)I)F)F)F 5-[[2-(cyclopropylsulfamoylamino)-3-fluoropyridin-4-yl]methyl]-3,4-difluoro-2-(2-fluoro-4-iodoanilino)benzamide